FC([C@H]1N(C(OC1)=C=O)C=1N=C2N(CCOC3=C2C=CC(=C3)N[C@@H](C)C(=O)O)C1C)F (2-((S)-4-(difluoromethyl)-2-carbonyloxazolidin-3-yl)-3-methyl-5,6-dihydrobenzo[f]imidazo[1,2-d][1,4]oxazepin-9-yl)-L-alanine